CC1CC(OCC1)=O 4-methyltetrahydro-2-pyron